chloro(prop-2-en-1-yloxy)methanone ClC(=O)OCC=C